NC1=C(C(=NC=N1)N[C@H]1[C@H](O)[C@H](O)[C@H](O1)CO)[N+](=O)[O-] 6-amino-5-nitro-4-(β-D-ribofuranosylamino)-pyrimidine